C(#N)C1=CC=C(COC2=CC=C(C=C2)C2=NOC(=C2)[C@@H]([C@@](CN2N=CN=C2)(O)C2=C(C=C(C=C2)F)F)C)C=C1 (2R,3R)-3-(3-(4-(4-cyanobenzyloxy)phenyl)isoxazol-5-yl)-2-(2,4-difluorophenyl)-1-(1H-1,2,4-triazol-1-yl)butan-2-ol